[Cu+2].C1(=CC=CC=C1)C=1C2=CC=C(N2)C(=C2C=CC(C(=C3C=CC(=C(C=4C=CC1N4)C4=CC=CC=C4)N3)C3=CC=CC=C3)=N2)C2=CC=CC=C2 5,10,15,20-tetraphenyl-21h,23h-porphin copper (II)